FC(C=1C=C(C=C(C1)C(F)(F)F)C1=CC=NC2=C3N=CC=C(C3=CC=C12)C1=CC(=CC(=C1)C(F)(F)F)C(F)(F)F)(F)F 4,7-bis(3,5-bis(trifluoromethyl)phenyl)-1,10-phenanthroline